methyl 3-oxo-2,5,6,7-tetrahydro-3H-pyrrolo[2,1-c][1,2,4]triazole-5-carboxylate O=C1N2C(=NN1)CCC2C(=O)OC